3-(butylsulfinyl)-propionic acid tert-butyl ester C(C)(C)(C)OC(CCS(=O)CCCC)=O